1-butyl-3-hydrazino-7,8-dihydro-5H-pyrano[3,4-b]pyrazin-2-one C(CCC)N1C2=C(N=C(C1=O)NN)COCC2